BrC1=CC(=C(OCC2=CC=CC(=N2)OC2CCN(CC2)CC2=NC3=C(N2C[C@H]2OCC2)C=C(C=C3)C(=O)OC)C=C1)F methyl (S)-2-((4-((6-((4-bromo-2-fluorophenoxy)methyl)pyridin-2-yl)oxy)piperidin-1-yl)methyl)-1-(oxetan-2-ylmethyl)-1H-benzo[d]imidazole-6-carboxylate